Benzyl ((1r,4r)-4-(((6-(4-fluorophenyl)-8-methoxyquinazolin-4-yl)amino)methyl)cyclohexyl)carbamate FC1=CC=C(C=C1)C=1C=C2C(=NC=NC2=C(C1)OC)NCC1CCC(CC1)NC(OCC1=CC=CC=C1)=O